O=C1C=CC=2C(=CC=NC2N1)C1=CC=C(CP(O)(O)=O)C=C1 (4-(7-oxo-7,8-dihydro-1,8-naphthyridin-4-yl)benzyl)phosphonic acid